(8-bromo-3-triisopropylsilyloxy-1-naphthyl) trifluoromethanesulfonate FC(S(=O)(=O)OC1=CC(=CC2=CC=CC(=C12)Br)O[Si](C(C)C)(C(C)C)C(C)C)(F)F